NC=1C(=CC2=C(NC([C@@H](NC2=O)CC(=O)N(C([2H])([2H])[2H])C([2H])([2H])[2H])=O)C1)OC1=CC(=CC(=C1)C)C (S)-2-[8-amino-7-(3,5-dimethylphenoxy)-2,5-dioxo-2,3,4,5-tetrahydro-1H-benzo[e][1,4]diazepin-3-yl]-N,N-di(trideuteromethyl)acetamide